CC1C(=C(C=2N(C=3C=CC=CC3C21)C2=CC=CC=C2)C2=CC=CC=C2)C 1,2-dimethyl-3,4-diphenyl-1,4-dihydro-cyclopenta[b]indole